2-(2,4-dimethoxyphenyl)-8,8-dimethyl-4H,8H-pyrano[2,3-f]chromen-4-one COC1=C(C=CC(=C1)OC)C1=CC(C=2C(=C3C=CC(OC3=CC2)(C)C)O1)=O